2-(2-vinylpropoxy)-3-propyl acrylate C(C=C)(=O)OCC(C)OCC(C)C=C